2-(4-(2-fluoro-9-hydroxy-9-(trifluoromethyl)-9H-fluoren-4-yl)-1H-pyrazol-1-yl)-N'-(quinolin-4-yl)propanehydrazide FC1=CC=2C(C3=CC=CC=C3C2C(=C1)C=1C=NN(C1)C(C(=O)NNC1=CC=NC2=CC=CC=C12)C)(C(F)(F)F)O